(4-((5-amino-7-(butylamino)-3-methyl-1H-pyrazolo[4,3-d]pyrimidin-1-yl)methyl)-3-methoxyphenyl)methanol NC=1N=C(C2=C(N1)C(=NN2CC2=C(C=C(C=C2)CO)OC)C)NCCCC